Cl.N1C=CC=2C1=NC=C(C2)OC2=C(C(=O)O)C=CC(=C2)N2CCN(CC2)CC2=C(CC1(CC1)CC2)C2=CC=C(C=C2)Cl 2-(1H-pyrrolo[2,3-b]pyridin-5-yloxy)-4-(4-((5-(4-chlorophenyl)spiro[2.5]oct-5-en-6-yl)methyl)piperazin-1-yl)benzoic acid hydrochloride